(E)-N-(4-cinnamoylaminobutyl)-2-methylbutan-2-enamide C(C=CC1=CC=CC=C1)(=O)NCCCCNC(\C(=C\C)\C)=O